OC1=C(C(=O)N\N=C\[C@]2([C@@H](N3C(C[C@H]3S2(=O)=O)=O)C(=O)O)C)C(=C(C=C1C)O)C (2s,3R,5R)-3-((e)-(2-(2,5-dihydroxy-3,6-dimethylbenzoyl)hydrazono)methyl)-3-methyl-7-oxo-4-thia-1-azabicyclo[3.2.0]heptane-2-carboxylic acid 4,4-dioxide